OC1=C(C(=CC(=C1C(=O)NS(=O)(=O)\C=C\C)CCCCC)O)C1=CC(=CC=C1)C (E)-2,6-dihydroxy-3'-methyl-4-pentyl-N-(prop-1-en-1-ylsulfonyl)-[1,1'-biphenyl]-3-carboxamide